C(CCCCCCCCCC(C)C)OC(CCCCCCCCCCCCCCC)=O.O=C1C2=C(N=NN1CC(=O)NC[C@@H](C)C1=CC=CC=C1)C=CC=C2 (S)-2-(4-oxo-benzo[d][1,2,3]triazin-3(4H)-yl)-N-(2-phenylpropyl)acetamide isotridecyl-palmitate